(E)-1-(3-nitrophenyl)-3-(4-(3-oxo-3-(6-oxo-3,6-dihydropyridin-1(2H)-yl)prop-1-en-1-yl)phenyl)urea [N+](=O)([O-])C=1C=C(C=CC1)NC(=O)NC1=CC=C(C=C1)\C=C\C(N1CCC=CC1=O)=O